3-((2S)-2-hydroxy-3-(8-(4-methyl-2-phenylthiazol-5-ylsulfonyl)-1-oxa-8-azaspiro[4.5]decan-3-ylamino)propoxy)-N-methylbenzenesulfonamide O[C@H](COC=1C=C(C=CC1)S(=O)(=O)NC)CNC1COC2(C1)CCN(CC2)S(=O)(=O)C2=C(N=C(S2)C2=CC=CC=C2)C